OCCCOC[C@@H]1[C@H](C1)C(=O)OC(C)(C)C tert-butyl (1S,2S)-2-((3-hydroxypropoxy)methyl)cyclopropane-1-carboxylate